1-[(2-methoxyphenyl)diazenyl]naphthalen-2-ol COC1=C(C=CC=C1)N=NC1=C(C=CC2=CC=CC=C12)O